(1S)-1-(1-((2-(4-((4-(morpholinomethyl)phenyl)ethynyl)phenyl)-4,5-dihydrooxazol-4-yl)methyl)-1H-imidazol-2-yl)ethan-1-ol O1CCN(CC1)CC1=CC=C(C=C1)C#CC1=CC=C(C=C1)C=1OCC(N1)CN1C(=NC=C1)[C@H](C)O